ClC=1C=C2C=C(NC2=CC1OCC=1N=CSC1)CNC(=O)N1CC(C1)C N-((5-chloro-6-(thiazol-4-ylmethoxy)-1H-indol-2-yl)methyl)-3-methylazetidine-1-carboxamide